C(C)(C)(C)OC(N(CC1CC1)C1=NC=CC(=C1)C=1OC=C(N1)C(NC=1C(=NN(C1)CC=O)C(N)=O)=O)=O.C(CCC)[Sn](C=1N=CN(C1)C)(CCCC)CCCC tributyl-(1-methylimidazol-4-yl)stannane Tert-Butyl-N-[4-[4-[[3-carbamoyl-1-(2-oxoethyl)pyrazol-4-yl]carbamoyl]oxazol-2-yl]-2-pyridyl]-N-(cyclopropylmethyl)carbamate